[Si](C1=CC=CC=C1)(C1=CC=CC=C1)(C(C)(C)C)OC(CCCCCCCCSCCO)CCCCCCCCSCCO 2,2'-((9-((tert-butyldiphenylsilyl)oxy)heptadecane-1,17-diyl)bis(sulfanediyl))bis(ethan-1-ol)